3-chloro-4-isopropylpyridinecarbonitrile ClC=1C(=NC=CC1C(C)C)C#N